2-(4-methylbenzyl)-2-(4-morpholinophenyl)-1-butanone CC1=CC=C(CC(C=O)(CC)C2=CC=C(C=C2)N2CCOCC2)C=C1